C(C)(C)(C)OC(=O)N1CCN(CC1)C=1C=NC(=CC1)C(NC1CCOCC1)=O 4-(6-((tetrahydro-2H-pyran-4-yl)carbamoyl)pyridin-3-yl)piperazine-1-carboxylic acid tert-butyl ester